C(C)(=O)N1C[C@@H](OCC1)C(=O)N[C@H](C(=O)N[C@H](C(=O)N[C@H](C(=O)O)CCC(C)(C)C)[C@H](CC)C)CC1=CC=C(C=C1)O (S)-2-((2S,3S)-2-((S)-2-((R)-4-Acetylmorpholine-2-carboxamido)-3-(4-hydroxyphenyl)propanamido)-3-methylpentanamido)-5,5-dimethylhexanoic acid